C(CC)S(=O)(=O)[O-] n-propanesulfonate